S1S[C@@H](CC1)CCCCC(=O)OC1(CCC2C3CCC4=CC(C=C(C4(C3CCC12C)C)O)=O)C(=O)[O-] 17-((5-((R)-1,2-dithiolan-3-yl)pentanoyl) oxy)-l-1-hydroxy-10,13-dimethyl-3-oxo-6,7,8,9,10,11,12,13,14,15,16,17-dodecahydro-3H-cyclopenta[a]phenanthrene-17-carboxylate